The molecule is a dication whose structure comprises a pentane backbone linking two 1-methylpyrrolidinium groups; a nicotinic antagonist used as a ganglionic blocking agent in hypertension. It contains a pyrrolidinium ion. C[N+]1(CCCC1)CCCCC[N+]2(CCCC2)C